C1(=CC=CC=C1)C1C(CC1)C1=CC=NC2=CC=CC=C12 4-(2-Phenylcyclobutyl)quinoline